FC(C(C(F)(F)F)(F)F)(C(=O)[O-])F.C(C)(C)(C)C1=CC=C(C=C1)[S+](C1=CC=C(C=C1)C(C)(C)C)C1=CC=C(C=C1)C(C)(C)C.C(C)(C)(C)C1=CC=C(C=C1)[S+](C1=CC=C(C=C1)C(C)(C)C)C1=CC=C(C=C1)C(C)(C)C.FC(C(C(F)(F)F)(F)F)(C(=O)[O-])F bis(tris(4-t-butyl-phenyl)sulfonium) perfluoropropane-1-carboxylate